1-(4-bromo-1H-indazol-6-yl)-3-methylcyclobutane-1-carbohydrazide BrC1=C2C=NNC2=CC(=C1)C1(CC(C1)C)C(=O)NN